C(C)(=O)N1CC(C1)(C(=O)N(C)[C@H](C(F)(F)F)C1=CC=C(C=C1)Br)F (S)-1-Acetyl-N-(1-(4-bromophenyl)-2,2,2-trifluoroethyl)-3-fluoro-N-methylazetidine-3-carboxamide